O1C(COCC1)COC=1C=NC=CC1CN 1-(3-{[1,4-dioxan-2-yl]methoxy}pyridin-4-yl)methanamine